2,2,4-trimethyl-4-[1-methyl-2-(1-methyl-2-propoxy-ethoxy)ethoxy]pentane CC(C)(CC(C)(OC(COC(COCCC)C)C)C)C